ClC1=CC=C(OCCN2CN(CC2)C=2C=C(C=NC2)O)C=C1 5-(3-(2-(4-chlorophenoxy)ethyl)imidazolidin-1-yl)-3-hydroxypyridine